6-(4-(1H-pyrazol-1-yl)phenyl)-4-(4-(methylsulfonyl)piperazine-1-carbonyl)pyridine-carbaldehyde N1(N=CC=C1)C1=CC=C(C=C1)C1=CC(=CC(=N1)C=O)C(=O)N1CCN(CC1)S(=O)(=O)C